5-[1-(2-Fluoro-6-methyl-phenyl)-azepan-4-yl]-2-methyl-7-(2-trifluoromethyl-benzyl)-2,4,5,7-tetrahydro-pyrazolo[3,4-d]pyrimidin-6-one FC1=C(C(=CC=C1)C)N1CCC(CCC1)N1C(N(C=2C(C1)=CN(N2)C)CC2=C(C=CC=C2)C(F)(F)F)=O